C(#N)C1CCS(CC1)(=O)=NS(=O)(=O)C1=CC=C(C=C1)C N-(4-cyano-1-oxidotetrahydro-2H-1λ6-thiopyran-1-ylidene)-4-methylbenzenesulfonamide